3-(1,3-Dioxoisoindolin-2-yl)-2-(4-methyl-2-oxopyridin-1(2H)-yl)propionic acid methyl ester COC(C(CN1C(C2=CC=CC=C2C1=O)=O)N1C(C=C(C=C1)C)=O)=O